3,8-diaza-tricyclo[5.2.1.01,5]decane C123CNCC1CC(NC2)C3